Tert-butyl (R)-(1-(4-cyclopropyloxazol-2-yl)ethyl)carbamate C1(CC1)C=1N=C(OC1)[C@@H](C)NC(OC(C)(C)C)=O